N1C=C(C2=CC=CC=C12)C1=C(C(=O)NNC(=O)NC2=CC=CC=C2)C=CC(=N1)C 1-(2-(1H-indole-3-yl)-6-methylnicotinoyl)-4-phenyl-semicarbazide